(6-(methyl(7H-pyrrolo[2,3-d]pyrimidin-4-yl)amino)-2-azaspiro[3.3]heptan-2-yl)(1-methyl-1H-benzo[d]imidazol-5-yl)methanone CN(C1CC2(CN(C2)C(=O)C2=CC3=C(N(C=N3)C)C=C2)C1)C=1C2=C(N=CN1)NC=C2